2-(Chloromethyl)-6-(3-(difluoromethoxy)-4-fluorophenyl)pyrazine ClCC1=NC(=CN=C1)C1=CC(=C(C=C1)F)OC(F)F